C(C)(C)(C)OC(=O)N1C=CC2=C(C(=CC(=C12)C)OC)CN1[C@H](C[C@@H](CC1)NS(N)(=O)=O)C1=CC=C(C=C1)C(=O)OC |r| (+-)-5-methoxy-4-(((trans)-2-(4-(methoxycarbonyl)phenyl)-4-(sulfamoylamino)piperidin-1-yl)methyl)-7-methyl-1H-indole-1-carboxylic acid tert-butyl ester